BrC1=C(C(=CC(=C1)OC(F)(F)F)Br)NC(=O)C1=C(N=C(S1)C)C(F)(F)F N-[2,6-dibromo-4-(trifluoromethoxy)phenyl]-2-methyl-4-(trifluoromethyl)-1,3-thiazole-5-carboxamide